The molecule is an alpha,beta-unsaturated monocarboxylic acid, an omega-hydroxy fatty acid, a hydroxy monounsaturated fatty acid, a medium-chain fatty acid and a straight-chain fatty acid. It derives from a trans-2-dodecenoic acid. CC(CCCCCCC/C=C/C(=O)O)O